NC1=CN=NC2=CC(=CC=C12)C=1C(=CC(=C(C1)B(O)O)C)C1=NNC=C1 [5-(4-aminocinnolin-7-yl)-2-methyl-4-(1H-pyrazol-3-yl)phenyl]boronic acid